O[C@H](C)C=1N(C2=C(C=NC(=C2)NC)N1)[C@H]1CC[C@H](CC1)CC#N Cis-2-[4-[2-[(1R)-1-hydroxyethyl]-6-(methylamino)imidazo[4,5-c]pyridin-1-yl]cyclohexyl]acetonitrile